FC=1C=CC=CC1 3-Fluorobenzene